4-(4,4,5,5-tetramethyl-1,3,2-dioxaborolan-2-yl)thiophene-2-carbaldehyde CC1(OB(OC1(C)C)C=1C=C(SC1)C=O)C